2-Amino-7-fluoro-4-(5-fluoro-3-((1S,5S)-6-methyl-3,6-diazabicyclo[3.2.0]heptan-3-yl)-7,9-dihydrofuro[3,4-f]quinazolin-6-yl)thieno[3,2-c]pyridine-3-carbonitrile NC1=C(C=2C(=NC=C(C2S1)F)C=1C2=C(C=3C=NC(=NC3C1F)N1C[C@@H]3CN([C@@H]3C1)C)COC2)C#N